n-butylphosphonium nitrate [N+](=O)([O-])[O-].C(CCC)[PH3+]